1-[(4aS,8aS)-5-[6-[2-hydroxy-6-methyl-4-(trifluoromethyl)phenyl]pyridazin-3-yl]-2,3,4,4a,6,7,8,8a-octahydro-1,5-naphthyridin-1-yl]ethanone OC1=C(C(=CC(=C1)C(F)(F)F)C)C1=CC=C(N=N1)N1[C@H]2CCCN([C@H]2CCC1)C(C)=O